2-chloro-1-(4-(2-(3,4-dimethoxyphenyl)-3-isopropyl-1H-indol-5-yl)piperidin-1-yl)ethanone ClCC(=O)N1CCC(CC1)C=1C=C2C(=C(NC2=CC1)C1=CC(=C(C=C1)OC)OC)C(C)C